isopropyl (2S)-6-diazo-2-(2-(isopropylsulfinyl)acetamido)-5-oxohexanoate [N+](=[N-])=CC(CC[C@@H](C(=O)OC(C)C)NC(CS(=O)C(C)C)=O)=O